(3-(ethoxycarbonyl)pyrazolo[1,5-a]pyridin-5-yl)boronic acid C(C)OC(=O)C=1C=NN2C1C=C(C=C2)B(O)O